C(C=C)N(C=O)CC=C N,N-diallyl-formamide